N(=[N+]=[N-])[C@@H]1[C@H]([C@@H](SC2=C(C=CC(=C2)Cl)F)O[C@@H]([C@@H]1O)CO)O 5-chloro-2-fluorophenyl 3-azido-3-deoxy-1-thio-α-D-galactopyranoside